tert-butyl 3-fluoro-3-[[4-[[1-[6-[5-(1-methylcyclopropoxy)-2H-indazol-3-yl]pyrimidin-4-yl]-4-piperidyl]methyl]piperazin-1-yl]methyl]azetidine-1-carboxylate FC1(CN(C1)C(=O)OC(C)(C)C)CN1CCN(CC1)CC1CCN(CC1)C1=NC=NC(=C1)C=1NN=C2C=CC(=CC12)OC1(CC1)C